C(C)(C)(C)OC(=O)N1C(C(CCC1)O)CNC1=NC=2N(C(=C1)N(C1=CC(=CC=C1)[N+](=O)[O-])C(=O)OC(C)(C)C)N=CC2C(C)C (((7-((tert-butoxycarbonyl)(3-nitrophenyl)amino)-3-isopropylpyrazolo[1,5-a]pyrimidin-5-yl)amino)methyl)-3-hydroxypiperidine-1-carboxylic acid tert-butyl ester